2-[4-[[2-[3-(aminomethyl)-3-methyl-azetidin-1-yl]-5-fluoro-4-pyridyl]oxy]-3-fluoro-phenyl]-4-[(2,6-difluorophenyl)methyl]-1,2,4-triazol-3-one NCC1(CN(C1)C1=NC=C(C(=C1)OC1=C(C=C(C=C1)N1N=CN(C1=O)CC1=C(C=CC=C1F)F)F)F)C